tri(3,3-dimethyl-1-pentyl)citrate CC(CCC(C(C(C(=O)[O-])(CCC(CC)(C)C)CCC(CC)(C)C)(O)C(=O)[O-])C(=O)[O-])(CC)C